[N+](=O)([O-])C1=CC=C(O1)CN1CCNCC1 1-[(5-Nitrofuran-2-yl)methyl]piperazine